Rac-6-[4-[(2-Methoxy-4-pyridyl)-phenyl-methyl]piperidine-1-carbonyl]-4H-1,4-benzoxazin-3-one COC1=NC=CC(=C1)[C@H](C1CCN(CC1)C(=O)C=1C=CC2=C(NC(CO2)=O)C1)C1=CC=CC=C1 |r|